Cysteamine S-phosphate C(CSP(=O)(O)O)N